IC(=O)NN iodocarboxylic acid hydrazide